ClC1=CC=C(C=C1)C(C)(C#C)C=1N=C(SC1)NC(=O)NC(CO)(C)C 1-(4-(2-(4-chlorophenyl)-but-3-yn-2-yl)thiazol-2-yl)-3-(1-hydroxy-2-meth-ylpropan-2-yl)urea